(2S,4S)-4-fluoro-1-[2-[4-[(3-methoxy-5-isoquinolinyl)amino]-1-piperidinyl]acetyl]pyrrolidine-2-carbonitrile F[C@H]1C[C@H](N(C1)C(CN1CCC(CC1)NC1=C2C=C(N=CC2=CC=C1)OC)=O)C#N